alpha-amino-3-pyridylalanine N[C@](NC=1C=NC=CC1)(C)C(=O)O